5-sec-butyl-1-isobutyl-4-hydroxy-3-n-propyl-pyrazole C(C)(CC)C1=C(C(=NN1CC(C)C)CCC)O